ClC=1N=CC2=C(N1)SC1=C2C=CC=C1 2-Chloro[1]benzothieno-[2,3-d]pyrimidine